tert-butyl 4-(2-bromo-5-ethyl-7-oxo-4,7-dihydro-[1,2,4]triazolo[1,5-a]pyrimidin-6-yl)-1,4-diazepane-1-carboxylate BrC1=NN2C(NC(=C(C2=O)N2CCN(CCC2)C(=O)OC(C)(C)C)CC)=N1